(4S)-N-(3-bromo-2-methyl-phenyl)-4-(4-hydroxy-1-piperidyl)-4,5,6,7-tetrahydropyrazolo[1,5-a]pyridine-2-carboxamide BrC=1C(=C(C=CC1)NC(=O)C1=NN2C([C@H](CCC2)N2CCC(CC2)O)=C1)C